C1(=CC=CC=C1)C=1SC2=C(N1)C=CC(=C2)C2=CC=C(N)C=C2 4-(2-phenyl-benzothiazol-6-yl)aniline